N1CN[C@@H]2CC3=CNC4=CC=CC([C@H]2C1)=C34 azaergoline